BrC1=CC2=C(CN(CCS2)C(C)=O)C=C1 1-(8-bromo-2,3-dihydrobenzo[f][1,4]thiazepin-4(5H)-yl)ethan-1-one